N[C@@H](C(=O)O[C@@H]1[C@H](O[C@@]([C@@H]1O)(C#N)C1=CC=C2C(=NC=NN21)NC(C(C)(C)OCCCC)=O)COC(CC2=CC=CC=C2)=O)C(C)(C)C (2R,3S,4R,5R)-5-(4-(2-butoxy-2-methylpropanamido)pyrrolo[2,1-f][1,2,4]triazin-7-yl)-5-cyano-4-hydroxy-2-((2-phenylacetoxy)methyl)tetrahydrofuran-3-yl (R)-2-amino-3,3-dimethylbutanoate